COC=1C=NC=CC1C1=C(C=NC(=C1)C)C(=O)NC=1SC2=C(N1)C(NC2)C(C=2C=CC=NC2)=O 3'-methoxy-6-methyl-N-(5-picolinoyl-5,6-dihydro-4H-pyrrolo[3,4-d]thiazol-2-yl)-[4,4'-bipyridine]-3-carboxamide